C1=C(O)C(C)=CC=C1C(C)C Cis-carvacrol